C(CCCCCCCC=CC=CC=CCCCC)(=O)OCCCCCCCCCCCCCCCC hexadec-1-yl eleostearate